5-(4-(diethoxymethyl)phenyl)-3,6-dihydropyridine C(C)OC(C1=CC=C(C=C1)C1=CCC=NC1)OCC